(R or S)-1-(4-(2,3-dimethylphenyl)piperazin-1-yl)-2-(3-(3-(fluoromethyl)-3-hydroxypyrrolidine-1-carbonyl)-5,6-dihydro-cyclopenta[c]pyrazol-1(4H)-yl)ethanone CC1=C(C=CC=C1C)N1CCN(CC1)C(CN1N=C(C2=C1CCC2)C(=O)N2C[C@@](CC2)(O)CF)=O |o1:28|